C(C)(C)(C)OC(=O)N1C(CNCC1)COC(=O)ON1C(CCC1=O)=O (((((2,5-dioxopyrrolidin-1-yl)oxy)carbonyl)oxy)methyl)piperazine-1-carboxylic acid tert-butyl ester